2-(5-((dibenzo[b,d]furan-2-ylmethyl)amino)-2-(4-(oxetan-3-yloxy)phenyl)-6-oxopyrimidin-1(6H)-yl)acetic acid C1=C(C=CC=2OC3=C(C21)C=CC=C3)CNC3=CN=C(N(C3=O)CC(=O)O)C3=CC=C(C=C3)OC3COC3